CON(C(=O)C=1N=CN2C1N=C(C=C2C2=CC=NN2C)C2=CC=NN2C)C N-methoxy-N-methyl-2,4-bis(1-methyl-1H-pyrazol-5-yl)imidazo[1,5-a]pyrimidine-8-carboxamide